P(=O)(OCCCCCC)(OOCCCCCCCCCCCCCCCC)[O-] hexyl cetyloxy phosphate